FCC(CN(CCC(C(=O)O)NC(=O)C1(CC1)C=1C(=NC=NC1)C)CCCCC1=NC=2NCCCC2C=C1)OC 4-[[3-fluoro-2-methoxy-propyl]-[4-(5,6,7,8-tetrahydro-1,8-naphthyridin-2-yl)butyl]amino]-2-[[1-(4-methylpyrimidin-5-yl)cyclopropanecarbonyl]amino]butanoic acid